BrC1=C(C=C2C=C(N=CC2=C1)CNCC(C)C)C(F)(F)P(O)(O)=O ((7-bromo-3-((isobutylamino)methyl)isoquinolin-6-yl)difluoromethyl)phosphonic acid